bromobutyl-norbornene BrCCCCC12C=CC(CC1)C2